methyl 4-((2S,4R)-2-(((tert-butoxycarbonyl)amino)methyl)-5-chloro-2-phenyl-2,3-dihydrobenzofuran-4-yl)-5-fluoro-6-methoxynicotinate C(C)(C)(C)OC(=O)NC[C@@]1(OC2=C(C1)C(=C(C=C2)Cl)C2=C(C(=NC=C2C(=O)OC)OC)F)C2=CC=CC=C2